CC1CC2=CC(CCC2CC1)C 2,7-Dimethyl-octahydronaphthalen